Pyrido[3,4-f][1,4]Oxazepin-8(6H)-carboxylic acid O1CC=NC=C2C1=CC(=NC2)C(=O)O